n-butoxyethoxy-2-propanol C(CCC)OCCOCC(C)O